tert-butyl 4-[(1-acetyl 1H-indazol-4-yl)(cyano)methylene]piperidine-1-carboxylate C(C)(=O)N1N=CC2=C(C=CC=C12)C(=C1CCN(CC1)C(=O)OC(C)(C)C)C#N